2-((2S)-1-Acryloyl-4-(2-(2-(dimethylamino)ethoxy)-7-(4-methylindolin-1-yl)-5,6,7,8-tetrahydroquinazolin-4-yl)piperazin-2-yl)acetonitrile C(C=C)(=O)N1[C@H](CN(CC1)C1=NC(=NC=2CC(CCC12)N1CCC2=C(C=CC=C12)C)OCCN(C)C)CC#N